C1(=CC=CC=C1)C1=NC(=NC(=N1)C1=CC=CC=C1)C=1C=C(C(=C(C1)N1C2=CC=C(C=C2C=2C=C(C=CC12)C)C)N1C2=CC=C(C=C2C=2C=C(C=CC12)C)C)N1C2=CC=C(C=C2C=2C=C(C=CC12)C)C 9,9',9''-(5-(4,6-diphenyl-1,3,5-triazin-2-yl)Benzene-1,2,3-triyl)tris(3,6-dimethyl-9H-carbazole)